β-hydroxyethylamino-5-aminotoluene OCCNCC1=CC=CC(=C1)N